CC1(CCC=C1O[Si](C)(C)C)C ((5,5-dimethylcyclopent-1-en-1-yl)oxy)trimethyl-silane